3-(4-chlorophenyl)quinoxaline-5-carboxamide ClC1=CC=C(C=C1)C=1C=NC=2C=CC=C(C2N1)C(=O)N